CC1(N(CCOC1)C(=O)C=1C2=C(N(N1)C1=CSC=C1)C=1C=C(C(=CC1OC2)OC)C#N)C (3,3-Dimethyl-morpholine-4-carbonyl)-7-methoxy-1-thiophen-3-yl-1,4-dihydro-chromeno[4,3-c]pyrazole-8-carbonitrile